(6-methyl-1H-indol-2-yl)methanamine CC1=CC=C2C=C(NC2=C1)CN